3-(1-bromo-8-chloroimidazo[1,5-a]pyrazin-3-yl)cyclobutane-1-one BrC=1N=C(N2C1C(=NC=C2)Cl)C2CC(C2)=O